FC(C(=O)N1CCCCC1)=C 1-(2-fluoroacryloyl)piperidine